4-bromo-N-[5-(2-chlorothiophen-3-yl)-1,3,4-thiadiazol-2-yl]-5-methoxy-6-oxopyran-2-carboxamide BrC=1C=C(OC(C1OC)=O)C(=O)NC=1SC(=NN1)C1=C(SC=C1)Cl